C(C)C1=C2C=CN(C2=CC=C1)C1OCCCC1 4-ethyl-1-tetrahydropyran-2-yl-indole